C(OC)(OCCC1C(=CC(C(C1)C)C)C)=O methyl (2-(2,4,5-trimethylcyclohex-2-en-1-yl) ethyl) carbonate